5-[2,3-difluoro-4-[1-(3-methoxypropyl)-3-(trifluoromethyl)pyrazol-4-yl]phenyl]-1-methyl-imidazole-2-carboxamide FC1=C(C=CC(=C1F)C=1C(=NN(C1)CCCOC)C(F)(F)F)C1=CN=C(N1C)C(=O)N